CC1(C2=CC3=[N+](CCCC3=CC2=CC4=C1C=C(C=C4)N(C)C)CCCC(=O)O)C.[O-]Cl(=O)(=O)=O The molecule is an organic heterotetracyclic compound and an organic perchlorate salt. It has a role as a fluorochrome. It contains an ATTO 610-2(1+).